CNC(OC1=C(C=CC=C1)C(C)CC)=O 2-SEC-BUTYLPHENYL METHYLCARBAMATE